potassium dibromide [Br-].[Br-].[K+].[K+]